6-(methylthio)quinoline CSC=1C=C2C=CC=NC2=CC1